2-fluoro-5-methyl-4-(trifluoromethyl)aniline FC1=C(N)C=C(C(=C1)C(F)(F)F)C